C(C)(C)C1=CC=C(C=C1)C#CC1([Se]CCCC1)C ((4-isopropylphenyl)ethynyl)(methyl)selenane